O.O.[Cl-].[Cl-].[Ba+2] The molecule is a hydrate that is the dihydrate form of barium chloride. It has a role as a potassium channel blocker. It is a hydrate, a barium salt and an inorganic chloride. It contains a barium chloride.